(Folic Acid) (Folate) C(CC[C@@H](C(=O)O)NC(=O)C1=CC=C(NCC2=CN=C3N=C(N)NC(=O)C3=N2)C=C1)(=O)O.C(CC[C@@H](C(=O)O)NC(=O)C1=CC=C(NCC2=CN=C3N=C(N)NC(=O)C3=N2)C=C1)(=O)O